C(N)(=O)N1CC(CC1)CNC(=O)C1=C(C=CC(=N1)C=1C(=NC=CC1)OCC)OC1CC2(CN(C2)C2=C(C=C(C=C2)F)C#N)C1 N-[(1-carbamoylpyrrolidin-3-yl)methyl]-5-{[2-(2-cyano-4-fluorophenyl)-2-azaspiro[3.3]heptan-6-yl]oxy}-2'-ethoxy-[2,3'-bipyridine]-6-carboxamide